[Si](C)(C)(C(C)(C)C)OCC1=CC=C(C=C1)C1CCNCC1 4-(4-(((tert-butyldimethylsilyl)oxy)methyl)phenyl)piperidine